FC(N1C(=NC=2C(=NC=CC21)C2=CC=C(C=C2)C(=O)N2CCOCC2)C(F)(F)F)F (4-(1-(difluoromethyl)-2-(trifluoromethyl)-1H-imidazo[4,5-c]pyridin-4-yl)phenyl)(morpholin-4-yl)methanone